(2S,2'S)-3,3'-((2-oxo-5-(piperazin-1-yl)-1H-benzo[d]imidazole-1,3(2H)-diyl)bis(3,1-phenylene))bis(2-((R)-pyrrolidin-3-yl)propanoic acid) O=C1N(C2=C(N1C=1C=C(C=CC1)C[C@H](C(=O)O)[C@@H]1CNCC1)C=CC(=C2)N2CCNCC2)C=2C=C(C=CC2)C[C@H](C(=O)O)[C@@H]2CNCC2